benzyl 3-amino-3-(2,2-difluoroethyl)piperidine-1-carboxylate NC1(CN(CCC1)C(=O)OCC1=CC=CC=C1)CC(F)F